2-(4-methyl-2H-1,2,3-triazol-2-yl)-5-(6-methyl-7-(4-((1s,5r)-3-(tetrahydro-2H-pyran-4-yl)-3-azabicyclo[3.1.0]hex-1-yl)phenyl)imidazo[1,2-b]pyridazin-3-yl)-1,8-naphthyridine CC1=NN(N=C1)C1=NC2=NC=CC(=C2C=C1)C1=CN=C2N1N=C(C(=C2)C2=CC=C(C=C2)[C@]21CN(C[C@@H]1C2)C2CCOCC2)C